[Cl-].C(C)OCCOCCNC(=N)N ethoxyethoxyethyl-guanidine chloride